C(C)(=O)O[C@H]1[C@H](OC(C)=O)[C@@H](OC(C)=O)[C@@H](OC(C)=O)[C@H](O1)COC(C)=O penta-O-acetyl-β-D-galactopyranose